C(CC)C=1OC2=C(C1)C(=CC=C2OC)C=2C=CC(=NC2)O 5-(2-propyl-7-methoxybenzofuran-4-yl)pyridin-2-ol